BrC=1C(=NC=NC1)NC=1C(=C2N=CC=NC2=CC1)P(=O)(C)C 5-bromo-4-((5-(dimethylphosphoryl)quinoxalin-6-yl)amino)pyrimidine